(-)-menthyl chloroformate CC1CCC(C(C1)OC(=O)Cl)C(C)C